C(C=C)NC(C1=C(C=C(C=C1)[N+](=O)[O-])Br)=O N-allyl-2-bromo-4-nitrobenzamide